C(C)OC(=O)C1=NC(=NO1)C=1SC=CC1 3-(thiophen-2-yl)-1,2,4-oxadiazole-5-carboxylic acid ethyl ester